C1(CC1)S(=O)(=O)NC=1SC=C(N1)[C@H](C(=O)NC1=CC=C(C=C1)C1=NC(=CN=C1)OCC)OC (R)-2-(2-(cyclopropanesulfonamido)thiazol-4-yl)-N-(4-(6-ethoxypyrazin-2-yl)phenyl)-2-methoxyacetamide